CN1N=C(C=C1C(=O)OC1CCCC1)NC(CCNC1=NC=CC2=CC=C(C=C12)C1=NOC(=N1)C)=O cyclopentyl 2-methyl-5-[3-[[7-(5-methyl-1,2,4-oxadiazol-3-yl)-1-isoquinolyl]amino]propanoylamino]pyrazole-3-carboxylate